CN1C(C(=CC(=C1)C)C(CNS(=O)(=O)C)COC1CCN(CC1)C1=NC=C(C=N1)F)=O N-[2-(1,5-dimethyl-2-oxo-1,2-dihydropyridin-3-yl)-3-{[1-(5-fluoropyrimidin-2-yl)piperidin-4-yl]oxy}propyl]methanesulfonamide